BrC1=CC(=C2N(C1=O)C1(NC2=O)CCC2(CCC1)CC2)C 6''-BROMO-8''-METHYL-2''H-DISPIRO[CYCLOPROPANE-1,1'-CYCLOHEPTANE-4',3''-IMIDAZO[1,5-A]PYRIDINE]-1'',5''-DIONE